C12(CC3CC(CC(C1)C3)C2)P(C(C)C)C23CC1CC(CC(C2)C1)C3 diadamantyl-isopropyl-phosphine